FC1=CC=CC=2N=C(OC21)[C@H]2N(CCC1=C2N=CN1)C(=O)C=1C=NN2C1C=CC(=C2)N2CCN(CC2)C (S)-(4-(7-fluorobenzo[d]oxazol-2-yl)-6,7-dihydro-1H-imidazo[4,5-c]pyridin-5(4H)-yl)(6-(4-methylpiperazin-1-yl)pyrazolo[1,5-a]pyridin-3-yl)methanone